racemic-3-(3-chloro-4-fluorophenyl)-1-methyl-1-(1-(2-methyl-1-oxo-1,2-dihydroisoquinolin-4-yl)ethyl)urea ClC=1C=C(C=CC1F)NC(N([C@H](C)C1=CN(C(C2=CC=CC=C12)=O)C)C)=O |r|